(2R,3S,4R,5R,6S)-2,3,4,5,6,7-hexahydroxyheptanal O[C@@H](C=O)[C@H]([C@@H]([C@@H]([C@H](CO)O)O)O)O